2-(2-methyl-1H-benzimidazole-1-yl)-4-morpholinothiophene CC1=NC2=C(N1C=1SC=C(C1)N1CCOCC1)C=CC=C2